C(C1=CC=CC=C1)OC1=CC=C(C=N1)CNC1=CC(=NC=2N1N=CC2CC)C2=CC=CC=C2 N-[(6-benzyloxy-3-pyridyl)methyl]-3-ethyl-5-phenyl-pyrazolo[1,5-a]pyrimidin-7-amine